[N+](=[N-])=C1C(C(C2=CC=CC=C2C1=O)=O)S(=O)(=O)Cl diazonaphthoquinonesulfonyl chloride